(4-(trifluoromethoxy)phenoxy)-6,12-dihydrobenzo[c]acridin-7(5H)-one FC(OC1=CC=C(OC2=CC=CC=3CCC=4C(C=5C=CC=CC5NC4C32)=O)C=C1)(F)F